FC(C1=C(C=CC(=C1)C(F)(F)F)C1CCC2=C(N(C1=O)CC#CC=1N=NC(=CC1)C1COC1)C=CC(=C2)F)(F)F 3-(2,4-bis(trifluoromethyl)phenyl)-7-fluoro-1-(3-(6-(oxetan-3-yl)pyridazin-3-yl)prop-2-ynyl)-4,5-dihydro-1H-benzo[b]azepin-2(3H)-one